ClC=1C(=CC(=C(N)C1)F)F 5-chloro-2,4-difluoro-aniline